(S,E)-4-isopropyl-3-(3-(3-(trifluoromethyl)phenyl)acryloyl)oxazolidin-2-one C(C)(C)[C@@H]1N(C(OC1)=O)C(\C=C\C1=CC(=CC=C1)C(F)(F)F)=O